Cl[Si](CCCC1=C(C(=C(C(=C1CCC[Si](Cl)(Cl)Cl)CCC[Si](Cl)(Cl)Cl)CCC[Si](Cl)(Cl)Cl)CCC[Si](Cl)(Cl)Cl)CCC[Si](Cl)(Cl)Cl)(Cl)Cl hexa(3-(trichlorosilyl)propyl)benzene